5-Fluoro-2-(trifluoromethoxy)benzoic acid FC=1C=CC(=C(C(=O)O)C1)OC(F)(F)F